5-cyclopropyl-4-((piperidin-4-yloxy)methyl)-3-(2-(trifluoromethoxy)phenyl)isoxazole C1(CC1)C1=C(C(=NO1)C1=C(C=CC=C1)OC(F)(F)F)COC1CCNCC1